5-chloro-8-((4-fluoro-1-((1R,2R)-2-methylcyclopropyl)-1H-indol-6-yl)sulfonyl)-3-hydroxyquinazoline-2,4(1H,3H)-dione ClC1=C2C(N(C(NC2=C(C=C1)S(=O)(=O)C1=CC(=C2C=CN(C2=C1)[C@H]1[C@@H](C1)C)F)=O)O)=O